2-tolyloxyethane C1(=C(C=CC=C1)OCC)C